3-[5-(4-fluoroindole-1-sulfonyl)-2-fluoro-4-methoxyphenyl]-2,4-dioxo-1H-thieno[3,4-d]pyrimidine-5-carboxylic acid FC1=C2C=CN(C2=CC=C1)S(=O)(=O)C=1C(=CC(=C(C1)N1C(NC=2C(C1=O)=C(SC2)C(=O)O)=O)F)OC